ClC=1C(=C2CCCCN2C1C(C(=O)NC1(CCC1)CO)=O)C(=O)NC1=CC(=C(C=C1)F)F 2-chloro-N-(3,4-difluorophenyl)-3-(2-((1-(hydroxymethyl)cyclobutyl)amino)-2-oxoacetyl)-5,6,7,8-tetrahydroindolizine-1-carboxamide